2-Chloro-4-[5-(4-fluoro-phenyl)-1,4-dimethyl-1H-pyrazol-3-ylethynyl]-pyridine ClC1=NC=CC(=C1)C#CC1=NN(C(=C1C)C1=CC=C(C=C1)F)C